ClC=1C=CC(=NC1)C1(OC2=C(O1)C=CC=C2C21N(CCNC1CC2)CC2=NC1=C(N2C[C@H]2OCC2)C=C(C=C1OC)C(=O)O)C (((2-(5-Chloropyridin-2-yl)-2-methylbenzo[d][1,3]dioxol-4-yl)-2,5-diazabicyclo[4.2.0]octan-2-yl)methyl)-4-methoxy-1-(((S)-oxetan-2-yl)methyl)-1H-benzo[d]imidazole-6-carboxylic acid